C1(CCC1)C(C(=O)O)=O CYCLOBUTYL-OXO-ACETIC ACID